5-Hydroxybenzothiazole OC=1C=CC2=C(N=CS2)C1